2-{9-oxo-8,14-dioxa-10,19,20-triazatetracyclo[13.5.2.12,6.018,21]tricosa-1(20),2(23),3,5,15(22),16,18(21)-heptaen-4-yl}acetonitrile O=C1OCC2=CC(=CC(C3=NNC=4C=CC(OCCCN1)=CC34)=C2)CC#N